C(C)(C)(C)C1N(CCN(C1)CC(CC#N)N1N=CC(=C1)C=1C2=C(N=CN1)N(C=C2)COCC[Si](C)(C)C)C(=O)OC(CCCC)C 1-methyl-pentanol tert-Butyl-4-{3-cyano-2-[4-(7-{[2-(trimethylsilyl)ethoxy]methyl}-7H-pyrrolo[2,3-d]pyrimidin-4-yl)-1H-pyrazol-1-yl]propyl}piperazine-1-carboxylate